pyrroloquinolinone N=1C(C=CC2=CC=C3C(C12)=CC=N3)=O